C(CC(=C)C)C1=C(C=C(C=C1OC(C)=O)O)C=CC1=CC=C(C=C1)O 2-isopentenyl-3-acetoxy-5,4'-dihydroxystilbene